C(=O)=C1N=NC(C1)=C=O 3,5-dicarbonyl-pyrazole